2-Methoxyethyl (methyl) carbonate C(OCCOC)(OC)=O